COC=1C=C(C=C(C1OC)OC)C(C(=O)OC)CO methyl 3,4,5-trimethoxy-α-(hydroxymethyl)phenylacetate